C1=CC(=CC2=NC(=CC3=NC(=CC4=CC=C(N4)C=O)C=C3)C=C2)N=C1 Bilineal